CC(CC(O)O)(CC)C 3,3-dimethylpentanediol